2-(5-methyl-2-(phenyl-d5)oxazol-4-yl)ethyl methanesulfonate CS(=O)(=O)OCCC=1N=C(OC1C)C1=C(C(=C(C(=C1[2H])[2H])[2H])[2H])[2H]